C(C)(C)(C)OC(N[C@H]1C2N(CC1CC2)C(=O)C=2C=C(C=1N(C2)N=C(C1C)C1=CC=2C(=NC(=CC2)Cl)N1CC1CC1)OC)=O tert-Butyl-((7R)-2-(2-(6-chloro-1-(cyclopropylmethyl)-1H-pyrrolo[2,3-b]pyridin-2-yl)-4-methoxy-3-methylpyrazolo[1,5-a]pyridine-6-carbonyl)-2-azabicyclo[2.2.1]heptan-7-yl)carbamate